ClC1=C(C=2N(C=C1)C=NC2CNCC=2N=NN(C2)CC=2N=C1N(C=C(C=C1)C1CC1)C2)F 1-(7-chloro-8-fluoroimidazo[1,5-a]pyridin-1-yl)-N-((1-((6-cyclopropylimidazo[1,2-a]pyridin-2-yl)methyl)-1H-1,2,3-triazol-4-yl)methyl)methanamine